N=1N(N=C2C1C=CC=C2)C2=CC=C(C=C2)N(C2=CC=C(C=C2)C2=CC=CC1=CC=CC=C21)C2=CC=C(C=C2)N2N=C1C(=N2)C=CC=C1 bis-{4-(benzotriazole-2-yl)phenyl}-{4-(naphthalene-1-yl)phenyl}amine